(1-methyl-1H-benzo[d]imidazol-2-yl)methanol CN1C(=NC2=C1C=CC=C2)CO